N-ethylpiperidinium C(C)[NH+]1CCCCC1